tert-Butyl 4-(3-oxo-5-(5-(thiophen-2-yl)isoxazole-3-carboxamido)pentyl)piperazine-1-carboxylate O=C(CCN1CCN(CC1)C(=O)OC(C)(C)C)CCNC(=O)C1=NOC(=C1)C=1SC=CC1